(1-methyl-2-oxabicyclo[3.1.1]hept-5-yl)methanone CC12OCCC(C1)(C2)C=O